Thio-urea NC(=S)N